ethyl 3-{3-[(5-chloro-6-hydroxy-2,2-dioxo-2H-1,2λ6,3-benzoxathiazin-3(4H)-yl)methyl]-4-methylphenyl}-3-[1-(4-hydroxybutyl)-4-methyl-1H-benzotriazol-5-yl]propanoate ClC1=C(C=CC2=C1CN(S(O2)(=O)=O)CC=2C=C(C=CC2C)C(CC(=O)OCC)C2=C(C1=C(N(N=N1)CCCCO)C=C2)C)O